NC1=NC=C(C=C1C1=CC(=C(C=C1)O)OC)C1=CC(=CC=C1)F 4-[2-amino-5-(3-fluorophenyl)-3-pyridyl]-2-methoxy-phenol